C1(CC1)C1=NNC(=N1)C1CC2(CN(C2)C(=O)N2CC3(C2)CC(C3)CC3=NC(=NO3)C(F)(F)F)C1 [6-(3-cyclopropyl-1H-1,2,4-triazol-5-yl)-2-azaspiro[3.3]heptan-2-yl]-[6-[[3-(trifluoromethyl)-1,2,4-oxadiazol-5-yl]methyl]-2-azaspiro[3.3]heptan-2-yl]methanone